zinc sulfotelluride S(=O)(=O)(O)[Te]S(=O)(=O)O.[Zn]